C1(CC1)CN1C=C(C2=NN(C(C(=C21)C=2C=NC(=CC2)C2CC2)=O)C2=CC1=CN(N=C1C=C2)C)CC#N 2-(5-(cyclopropylmethyl)-4-(6-cyclopropylpyridin-3-yl)-2-(2-methyl-2H-indazol-5-yl)-3-oxo-3,5-dihydro-2H-pyrrolo[3,2-c]pyridazin-7-yl)acetonitrile